2-[5-(azetidin-3-yl)-2-pyridinyl]-6,6-difluoro-2-azaspiro[3.3]heptane N1CC(C1)C=1C=CC(=NC1)N1CC2(C1)CC(C2)(F)F